(E)-3-(5-(4-((1-(4-(1-(4-hydroxyphenyl)-2-phenylbut-1-en-1-yl)phenyl)-4-methylpiperidin-4-yl)methyl)piperazin-1-yl)-1-oxoisoindolin-2-yl)piperidine-2,6-dione OC1=CC=C(C=C1)\C(=C(/CC)\C1=CC=CC=C1)\C1=CC=C(C=C1)N1CCC(CC1)(C)CN1CCN(CC1)C=1C=C2CN(C(C2=CC1)=O)C1C(NC(CC1)=O)=O